ClC1=C(C=C(C(=C1)C)Cl)NC(OC1=CC=CC=C1)=O phenyl (2,5-dichloro-4-methylphenyl)carbamate